CC(CC(N)(C)C)(N)C tetramethylpropan-1,3-diamine